CN1C(C(=CC2=C1N=C(N=C2)NC=2C=C1N(CCN(C1=O)C)C2)N2CCN(C1=C(C=CC=C21)C)C(C=C)=O)=O 8-methyl-2-[(2-methyl-1-oxo-3,4-dihydropyrrolo[1,2-a]pyrazin-7-yl)amino]-6-(5-methyl-4-prop-2-enoyl-2,3-dihydroquinoxalin-1-yl)pyrido[2,3-d]pyrimidin-7-one